(3S,4R)-3-fluoro-3-methyl-1-(4-{[5-(propan-2-yl)-8-[3-(trifluoro-methanesulfonyl-methyl)azetidin-1-yl]-2,7-naphthyridin-3-yl]amino}pyrimidin-2-yl)piperidin-4-ol F[C@]1(CN(CC[C@H]1O)C1=NC=CC(=N1)NC=1N=CC2=C(N=CC(=C2C1)C(C)C)N1CC(C1)CS(=O)(=O)C(F)(F)F)C